FC1=CN=C(C2=CC=CC(=C12)NC)\C=N\NC(N(C)C)=S (E)-2-((4-Fluoro-5-(methylamino)isoquinolin-1-yl)methylene)-N,N-dimethylhydrazine-1-carbothioamide